ClC=1C=C(C=C(C1)OC(C)C)C=1C=C2CC([C@H](C2=CC1F)NC(O[C@@H]1CN2CCC1CC2)=O)(C)C (S)-quinuclidin-3-yl ((R)-5-(3-chloro-5-isopropoxyphenyl)-6-fluoro-2,2-dimethyl-2,3-dihydro-1H-inden-1-yl)carbamate